F[C@@H]1CN(C[C@@H]1NC)C(=O)OC(C)(C)C tert-butyl (3R,4S)-3-fluoro-4-(methylamino)pyrrolidine-1-carboxylate